methyl 4-(bis(4-methoxybenzyl)amino)-1-(2-chloro-6-nitrophenyl)-6-oxo-1,6-dihydropyrimidine-5-carboxylate COC1=CC=C(CN(C=2N=CN(C(C2C(=O)OC)=O)C2=C(C=CC=C2[N+](=O)[O-])Cl)CC2=CC=C(C=C2)OC)C=C1